benzyl-tryptophan C(C1=CC=CC=C1)N[C@@H](CC1=CNC2=CC=CC=C12)C(=O)O